C(C1=CC=CC=C1)OC1=CC=C(C=C1)C(F)(F)F 1-(benzyloxy)-4-(trifluoromethyl)benzene